C1=CC=CC=2C3=CC=CC=C3C(C12)COC(=O)N[C@@H](CC1=NOC2=C1CCCC2)C(=O)O N-{[(9H-fluoren-9-yl)methoxy]carbonyl}-3-(4,5,6,7-tetrahydro-1,2-benzoxazol-3-yl)-L-alanine